C(C(=O)C)(=O)O.N1=CC=CC(=C1)C1N(C)CCC1 Nicotine pyruvate salt